FC1=C(C(=O)NCC=2N=NN(C2)C(CC(NO)=O)CC2=CC3=CC=CC=C3C=C2)C=CC(=C1)F 2,4-Difluoro-N-[1-(2-hydroxycarbamoyl-1-naphthalen-2-ylmethyl-ethyl)-1H-[1,2,3]-triazol-4-ylmethyl]-benzamide